tetrabromobenzene C1=CC(=C(C(=C1Br)Br)Br)Br